Calcium Citrat Benzyl-(2S,4R)-4-((benzylsulfonyl)methyl)-2-(tert-butyl)-5-oxooxazolidine-3-carboxylate C(C1=CC=CC=C1)OC(=O)N1[C@@H](OC([C@@H]1CS(=O)(=O)CC1=CC=CC=C1)=O)C(C)(C)C.C(CC(O)(C(=O)[O-])CC(=O)[O-])(=O)[O-].[Ca+2].C(CC(O)(C(=O)[O-])CC(=O)[O-])(=O)[O-].[Ca+2].[Ca+2]